CC(C)(C)[S@@](=O)N[C@@H](C)C1=CC=C(C=C1)O[C@@H]1COCC1 (R)-2-methyl-N-((S)-1-(4-(((S)-tetrahydrofuran-3-yl)oxy)phenyl)ethyl)propane-2-sulfinamide